Nα-lauroyl-L-arginine-ethyl ester HCL salt Cl.C(C)OC([C@@H](NC(CCCCCCCCCCC)=O)CCCNC(N)=N)=O